2,2',5,5'-tetramethyl-3-sulfo-4,4'-dihydroxybiphenyl CC1=C(C=C(C(=C1S(=O)(=O)O)O)C)C1=C(C=C(C(=C1)C)O)C